lithio 8-amino-6-(4-fluorophenyl)-5-(1-methyl-1H-1,3-benzodiazol-6-yl)imidazo[1,2-a]pyrazine-2-carboxylate NC=1C=2N(C(=C(N1)C1=CC=C(C=C1)F)C=1C=CC3=C(N(C=N3)C)C1)C=C(N2)C(=O)O[Li]